Naphthalen-1-one C1(CC=CC2=CC=CC=C12)=O